1-methyl-7-(2-methyl-4-(6-(trifluoromethyl)-1,5-naphthyridin-2-yl)phenyl)-6,7-dihydro-1H-pyrazolo[3,4-f][1,4]oxazepin-8(5H)-one CN1N=CC2=C1C(N(CCO2)C2=C(C=C(C=C2)C2=NC1=CC=C(N=C1C=C2)C(F)(F)F)C)=O